7-[4-(prop-2-enamido)pyridin-2-yl]quinazoline-2-carboxamide C(C=C)(=O)NC1=CC(=NC=C1)C1=CC=C2C=NC(=NC2=C1)C(=O)N